FC(C1=CC=C2C=CC(=CC2=C1)C(=O)O)(P(=O)(OC1=CC=CC=C1)N[C@H](C(OCCC)=O)C)F 7-(difluoro((((S)-1-oxo-1-propoxypropan-2-yl)amino)(phenoxy)phosphoryl)methyl)-2-naphthoic acid